(1R*,3S*,4S*)-1-(3-(5-fluoropyrimidin-2-yl)benzyl)-3-hydroxy-4-methylcyclopentane-1-carboxylic acid ethyl ester C(C)OC(=O)[C@@]1(C[C@@H]([C@H](C1)C)O)CC1=CC(=CC=C1)C1=NC=C(C=N1)F |o1:5,7,8|